FC1=C(C=CC(=C1C(F)(F)F)C)NC1=NC=C(C(=N1)NN1C(OC2=C1C=CC=C2)=O)C (2-(2-fluoro-4-methyl-3-(trifluoromethyl)phenylamino)-5-methylpyrimidin-4-ylamino)benzo[d]oxazol-2(3H)-one